NC1=C2C(=NC=N1)N(N=C2C2=CC=C(C=C2)OC2=CC=CC=C2)C2CCN(CC2)CCN2CC(C2)N2CCN(CC2)C=2C=C1C(N(C(C1=CC2)=O)C2C(NC(CC2)=O)=O)=O 5-(4-(1-(2-(4-(4-amino-3-(4-phenoxyphenyl)-1H-pyrazolo[3,4-d]pyrimidin-1-yl)piperidin-1-yl)ethyl)azetidin-3-yl)piperazin-1-yl)-2-(2,6-dioxopiperidin-3-yl)isoindoline-1,3-dione